1-(5'-chloro-2'-(4,6-diphenyl-1,3,5-triazin-2-yl)-[1,1'-biphenyl]-3-yl)-2-ethyl-1H-benzo[d]imidazole ClC=1C=CC(=C(C1)C1=CC(=CC=C1)N1C(=NC2=C1C=CC=C2)CC)C2=NC(=NC(=N2)C2=CC=CC=C2)C2=CC=CC=C2